Cl.C(C1=CC=CC=C1)N1C2(CC2)CN(CC1)CC1=CC=CC=C1 4,7-dibenzyl-4,7-diazaspiro[2.5]octane hydrochloride